CN(C)[Hf+5] (dimethylamino)hafnium (VI)